7-chloro-6-fluoro-4-oxo-1-(2,4,6-trifluorophenyl)-1,4-dihydro-1,8-naphthyridine-3-carbonyl chloride ClC1=C(C=C2C(C(=CN(C2=N1)C1=C(C=C(C=C1F)F)F)C(=O)Cl)=O)F